tert-butyl 3-bromo-1-methyl-2-oxo-7,8-dihydro-5H-1,6-naphthyridine-6-carboxylate BrC=1C(N(C=2CCN(CC2C1)C(=O)OC(C)(C)C)C)=O